tert-butyl 4-(((2S)-4-(3-(2,6-dioxopiperidin-3-yl)-1-methyl-1H-indazol-7-yl)-2-methylpiperazin-1-yl)methyl)piperidine-1-carboxylate O=C1NC(CCC1C1=NN(C2=C(C=CC=C12)N1C[C@@H](N(CC1)CC1CCN(CC1)C(=O)OC(C)(C)C)C)C)=O